N1C(=CC=C1)C=1C=C(C=CC1)[C@H](CC(=O)OC)CN1CC2(C1)CN(CC2)CC2=NC=1NCCCC1C=C2 methyl (S)-3-(3-(1H-pyrrol-2-yl)phenyl)-4-(6-((5,6,7,8-tetrahydro-1,8-naphthyridin-2-yl)methyl)-2,6-diazaspiro[3.4]octan-2-yl)butanoate